[4-(4-amino-7-piperidin-4-ylpyrrolo[2,1-f][1,2,4]triazin-5-yl)phenyl]-2-oxo-1-phenyl-1,2-dihydropyridine-3-carboxamide NC1=NC=NN2C1=C(C=C2C2CCNCC2)C2=CC=C(C=C2)C2=C(C(N(C=C2)C2=CC=CC=C2)=O)C(=O)N